N4-benzylbiphenyl-2,4-diamine C(C1=CC=CC=C1)NC=1C=C(C(=CC1)C1=CC=CC=C1)N